C(C)NC(=O)C1=CC2=C(C(N(C=C2)C)=O)S1 N-ethyl-6-methyl-7-oxo-6,7-dihydrothieno[2,3-c]pyridine-2-carboxamide